CS(=O)(=O)CCCN1C2CNC(C1)C2 5-(3-methylsulfonylpropyl)-2,5-diazabicyclo[2.2.1]Heptane